4-(((1-(tert-butyl)-4-(3-(trifluoromethyl)phenoxy)-1H-pyrazole-5-carboxamido)oxy)methyl)phenylpicolinamide C(C)(C)(C)N1N=CC(=C1C(=O)NOCC1=CC=C(C=C1)C=1C(=NC=CC1)C(=O)N)OC1=CC(=CC=C1)C(F)(F)F